C(#N)C1CC2(C1)C[C@H](N(CC2)CC2=C1C=CNC1=C(C=C2OC)C)C2=C(C=C(C(=O)NCC1COC1)C=C2)F 4-((2R,4s,6S)-2-cyano-7-((5-methoxy-7-methyl-1H-indol-4-yl)methyl)-7-azaspiro[3.5]nonan-6-yl)-3-fluoro-N-(oxetan-3-ylmethyl)benzamide